tert-butyl (2-((bis(benzyloxy)phosphoryl)oxy)ethyl)glycinate C(C1=CC=CC=C1)OP(=O)(OCC1=CC=CC=C1)OCCNCC(=O)OC(C)(C)C